C(CC)(=O)O[C@@H]1[C@@H](OC([C@H]([C@@H]1OC(CC)=O)OC(CC)=O)OC(CC)=O)C [(2S,3R,4R,5S)-2-methyl-4,5,6-tri(propanoyloxy)tetrahydropyran-3-yl] propanoate